ClC=1C(=NC(=NC1)NC1CCN(CC1)C(=O)[C@H]1CC[C@H](CC1)CC(=O)OCC)C=1C=C(C=CC1)C1=CC=C(C=C1)F cis-ethyl 2-(4-(4-((5-chloro-4-(4'-fluoro-[1,1'-biphenyl]-3-yl)pyrimidin-2-yl)amino)piperidine-1-carbonyl)cyclohexyl)acetate